3,4-dichloro-N-(5-nitrothiazol-2-yl)benzamide tert-butyl-5-fluoro-2-oxo-3-phenylindoline-1-carboxylate C(C)(C)(C)OC(=O)N1C(C(C2=CC(=CC=C12)F)C1=CC=CC=C1)=O.ClC=1C=C(C(=O)NC=2SC(=CN2)[N+](=O)[O-])C=CC1Cl